O=C1C2=CC=C(CCCCCN3N=NC4=C3C=CC(C(C3=CC=C5CCN1CC5=C3)CC(=O)O)=C4)C=C2 [20-oxo-8,9,10,21-tetrazahexacyclo[19.5.3.216,19.13,7.06,10.024,28]dotriaconta-1(26),3(32),4,6,8,16,18,24,27,30-decaen-2-yl]acetic acid